6-amino-1,3-benzodioxol-4-ol NC=1C=C(C2=C(OCO2)C1)O